2-[[5-(4-Fluorophenyl)-2-furanyl]methylene]-5-methyl-3(2H)-benzofuranone FC1=CC=C(C=C1)C1=CC=C(O1)C=C1OC2=C(C1=O)C=C(C=C2)C